O1CCN(CC1)C1=NC(=C2N=CNC2=N1)NC1=CC=NC=C1 2-Morpholino-N-(pyridin-4-yl)-9H-purin-6-amine